sodium (2R,5R)-5-(4-amino-2-oxopyrimidin-1(2H)-yl)-tetrahydrofuran NC1=NC(N(C=C1)[C@H]1CCCO1)=O.[Na]